4-(4,9-dicyanoperylene-3-yl)butyric acid C(#N)C=1C2=C(C=CC=3C=4C=CC=C5C(=CC=C(C(=CC1)C23)C54)C#N)CCCC(=O)O